C[C@@H]1NCC[C@@H](C1)OC=1SC2=C(N1)SC(=N2)C=2N=CC(=C1C2NC=C1)C=1C=NNC1 7-(5-{[(2S,4S)-2-Methylpiperidin-4-yl]oxy}[1,3]thiazolo[5,4-d][1,3]thiazol-2-yl)-4-(1H-pyrazol-4-yl)-1H-pyrrolo[2,3-c]pyridin